Cl.Cl.Cl.CC=1N=C2N(N=C(C=C2C)C2=CC(=C3C=C(N=NC3=C2)C2CCN(CC2)CCN(C)C)F)C1 2-{4-[7-(2,8-Dimethylimidazo[1,2-b]pyridazin-6-yl)-5-fluoro-cinnolin-3-yl]piperidin-1-yl}-N,N-dimethylethan-1-amine tri-hydrochloride